Endo-3-((4-chloro-7-methoxyquinazolin-6-yl)oxy)-8-azabicyclo[3.2.1]octane-8-carboxylic acid tert-butyl ester C(C)(C)(C)OC(=O)N1C2CC(CC1CC2)OC=2C=C1C(=NC=NC1=CC2OC)Cl